5-chloro-N-[2-chloro-4-(4-{[2-(dimethylamino)ethyl]amino}-3-methyl-1H-pyrazolo[3,4-d]pyrimidin-6-yl)phenyl]-2-fluorobenzenesulfonamide ClC=1C=CC(=C(C1)S(=O)(=O)NC1=C(C=C(C=C1)C1=NC(=C2C(=N1)NN=C2C)NCCN(C)C)Cl)F